2-phenyl-2-(N,N-dimethylaminosulfonyl)propane C1(=CC=CC=C1)C(C)(C)S(=O)(=O)N(C)C